6-((1-methyl-1H-imidazol-4-yl)methoxy)pyrazolo[1,5-a]pyridine-3-carbonitrile CN1C=NC(=C1)COC=1C=CC=2N(C1)N=CC2C#N